CCCCCCCCCCCCCC(=O)O[C@H]1CC[C@@]2([C@H]3CC[C@]4([C@H]([C@@H]3CC=C2C1)CC[C@@H]4[C@H](C)CCCC(C)C)C)C The molecule is a cholesterol ester obtained by the formal condensation of the hydroxy group of cholesterol with the carboxy group of myristic acid. It has a role as a mouse metabolite.